C(C)(C)C=1N=CNC1 4-isopropylimidazole